FC=1C(=CC=2C3=C(C=NC2C1)N(C(C31CC(C1)OC(C)C1=CC=CC=C1)=O)C)C=1C=C(C(=NC1)OCCNC(C)C)NS(=O)(=O)C N-(5-(7'-Fluoro-3'-methyl-2'-oxo-3-(1-phenylethoxy)-2',3'-dihydrospiro[cyclobutane-1,1'-pyrrolo[2,3-c]quinolin]-8'-yl)-2-(2-(isopropylamino)ethoxy)pyridin-3-yl)methanesulfonamide